NC=1SN=C2N(C(N(C(C21)=O)C2CCC1(CN(C1)C(=O)N)CC2)=O)CCCC 7-(3-Amino-7-butyl-4,6-dioxo-6,7-dihydroisothiazolo[3,4-d]pyrimidin-5(4H)-yl)-2-azaspiro[3.5]nonane-2-carboxamide